CO[C@@H](COC1=CC(=C(C=C1)O)[N+](=O)[O-])C (R)-4-(2-methoxypropoxy)-2-nitrophenol